FC1=C(C2=C(C3=C(C(=C(N3F)C=C3C=CC(C=C4C=CC(=CC1=N2)N4)=N3)C3=CC=CC=C3)F)F)F.[Pt] platinum pentafluorophenyl-porphyrin